NC=1C(NC(N(N1)C1=CC(=C(C(=C1)C)OC1=CNC(C(=C1)C(C)C)=O)C)=O)=O 6-amino-2-(4-((5-isopropyl-6-oxo-1,6-dihydropyridin-3-yl)oxy)-3,5-dimethylphenyl)-1,2,4-triazine-3,5(2H,4H)-dione